C(C)(C)C1=C(NC2=CC=C(C=C12)C1CCN(CC1)C(CCC(=O)N(C)C)=O)C1=C2C(=NC=C1)NN=C2 4-(4-(3-isopropyl-2-(1H-pyrazolo[3,4-b]pyridin-4-yl)-1H-indol-5-yl)piperidin-1-yl)-N,N-dimethyl-4-oxobutanamide